(4-(imidazo[2,1-b][1,3,4]thiadiazol-6-yl)phenyl)(4-methylpiperazin-1-yl)methanone S1C=2N(N=C1)C=C(N2)C2=CC=C(C=C2)C(=O)N2CCN(CC2)C